[N+](=O)([O-])C1=C(N)C=C(C(=C1)[N+](=O)[O-])F 2,4-dinitro-5-fluoroaniline